5-[2-[2-[4-[3-(difluoromethyl)-4-nitro-pyrazol-1-yl]-1-piperidyl]ethoxy]ethyl]-2-(2,6-dioxo-3-piperidyl)isoindoline-1,3-dione FC(C1=NN(C=C1[N+](=O)[O-])C1CCN(CC1)CCOCCC=1C=C2C(N(C(C2=CC1)=O)C1C(NC(CC1)=O)=O)=O)F